3,6-dimethyl-3-heptanol CC(CC)(CCC(C)C)O